C1[C@@H](C(=O)OC[C@@H](C(=O)OC[C@@H](C(=O)O1)[NH2+]C(=O)C2=C(C(=CC=C2)O)O)[NH2+]C(=O)C3=C(C(=CC=C3)O)O)[NH2+]C(=O)C4=C(C(=CC=C4)O)O.[Fe] The molecule is an iron chelate that is (3S,7S,11S)-3,7,11-triamino-1,5,9-trioxacyclododecane-2,6,10-trione in which each nitrogen has been acylated by a 2,3-dihydroxybenzoyl group, the six phenolic oxygen atoms being coordinated to Fe(III). It is a conjugate acid of a ferrienterobactin(3-).